bicycloheptane-2-carboxylic acid C1(C(CCCCC1)C(=O)O)C1CCCCCC1